tert-butyl N-[6-fluoro-4-(4,4,5,5-tetramethyl-1,3,2-dioxaborolan-2-yl)-5-(2-triisopropylsilylethynyl)-2-naphthyl]carbamate FC=1C(=C2C(=CC(=CC2=CC1)NC(OC(C)(C)C)=O)B1OC(C(O1)(C)C)(C)C)C#C[Si](C(C)C)(C(C)C)C(C)C